C(C)(=O)O[C@H]1[C@H](N(C[C@@H]1OC(=O)OC(C)(C)C)C(=O)OC(C)(C)C)CC1=CC=C(C=C1)F tert-butyl (2R,3S,4S)-3-(acetyloxy)-4-[(tert-butoxycarbonyl)oxy]-2-[(4-fluorophenyl)methyl]pyrrolidine-1-carboxylate